4-chloro-6-methyl-2-(pyridin-2-yl)thieno[2,3-d]pyrimidine ClC=1C2=C(N=C(N1)C1=NC=CC=C1)SC(=C2)C